CC1=NC(=NC(=C1S(=O)(=O)N1CC2(C1)CN(C2)CC2CC1(COC1)C2)C)C(F)(F)F 2-[4,6-dimethyl-2-(trifluoromethyl)pyrimidin-5-yl]sulfonyl-6-(2-oxaspiro[3.3]heptan-6-ylmethyl)-2,6-diazaspiro[3.3]heptane